CC1=CNC2=NC=C(C=C21)C=2C=C1N(N2)CCC12CCN(CC2)C(=O)OC(C)(C)C tert-butyl 2'-(3-methyl-1H-pyrrolo[2,3-b]pyridin-5-yl)-5',6'-dihydrospiro[piperidine-4,4'-pyrrolo[1,2-b]pyrazole]-1-carboxylate